5-(2-furoyl)amino-3-(1-ethyl-1,2,3,6-tetrahydropyridin-4-yl)-1H-indole O1C(=CC=C1)C(=O)NC=1C=C2C(=CNC2=CC1)C=1CCN(CC1)CC